CN(C)C1=CC=C(C=C1)C1=CC=C(C=C1)N(C)C bis(dimethylamino)-1,1'-biphenyl